C(C1CO1)N(C1=CC=CC2=C(C=CC=C12)N(CC1CO1)CC1CO1)CC1CO1 N,N,N',N'-tetraglycidyl-1,5-diaminonaphthalene